2-(4-((4-(4-(1-cyclobutylazetidin-3-yl)phenyl)-1H-1,2,3-triazol-1-yl)methyl)-3-fluorophenyl)-5-(difluoromethyl)-1,3,4-oxadiazole C1(CCC1)N1CC(C1)C1=CC=C(C=C1)C=1N=NN(C1)CC1=C(C=C(C=C1)C=1OC(=NN1)C(F)F)F